1-[5-(4,4,5,5-tetramethyl-1,3,2-dioxaborolan-2-yl)pyridin-2-yl]-1lambda5-phospholan-1-one CC1(OB(OC1(C)C)C=1C=CC(=NC1)P1(CCCC1)=O)C